CC(CC=O)(C)C1=CC2=C(C=C1)OCO2 3-methyl-3-(3,4-methylenedioxyphenyl)butyraldehyde